Cl.N[C@@H](C(=O)N1[C@@H](CC1)C(=O)NCCCNC(=N)N)C1CCCCC1 (S)-1-((R)-2-amino-2-cyclohexylacetyl)-N-(3-guanidinopropyl)azetidine-2-carboxamide hydrochloride